C(C)(C)(C)OC(=O)N1CC(C(CC1)OS(=O)(=O)C(F)(F)F)(F)F.C(=CCCCCCCCCCCCCCCCC)N1C(=C(C(C2=CC=C(C=C12)OC1OCCCC1)=O)OC1OCCCC1)C1=CC(=C(C=C1)OC1OCCCC1)OC1OCCCC1 N-octadecenyl-2-(3,4-di-tetrahydropyranyloxyphenyl)-3,7-di-tetrahydropyranyloxyquinolin-4-one tert-butyl-3,3-difluoro-4-(((trifluoromethyl)sulfonyl)oxy)piperidine-1-carboxylate